7-(2-((4-((1R,4R)-2,5-diazabicyclo[2.2.1]heptan-2-yl)-2-ethylphenyl)amino)-5-(trifluoromethyl)pyrimidin-4-yl)-4-cyclopropyl-3,4-dihydrothieno[2,3-f][1,4]thiazepin-5(2H)-one 1,1-dioxide [C@H]12N(C[C@H](NC1)C2)C2=CC(=C(C=C2)NC2=NC=C(C(=N2)C2=CC1=C(C(N(CCS1(=O)=O)C1CC1)=O)S2)C(F)(F)F)CC